COC(C1=C(C=C(C(=C1)I)Br)CBr)=O.BrC=1C=C2CNC(C2=CC1I)=O 5-bromo-6-iodoisoindolin-1-one methyl-4-bromo-2-(bromomethyl)-5-iodobenzoate